ClC1=CC=C(C(=N1)OC)NC(=O)C1(CNC1)C1=C(C=CC=C1)C(C)C N-(6-chloro-2-methoxypyridin-3-yl)-3-(2-isopropylphenyl)azetidine-3-carboxamide